O1CCN(CC1)C1=CC=C(C=C1)C(=O)CC1=CC=CC=C1 4-Morpholino-deoxybenzoin